(3-methyloxetan-3-yl) (4-nitrophenyl) carbonate C(OC1(COC1)C)(OC1=CC=C(C=C1)[N+](=O)[O-])=O